tert-butyl (3R)-4-(6-{[(3R)-1-[(benzyloxy)carbonyl]pyrrolidin-3-yl]carbamoyl}-2'-ethoxy-[2,3'-bipyridin]-5-yl)-3-ethylpiperazine-1-carboxylate C(C1=CC=CC=C1)OC(=O)N1C[C@@H](CC1)NC(=O)C1=C(C=CC(=N1)C=1C(=NC=CC1)OCC)N1[C@@H](CN(CC1)C(=O)OC(C)(C)C)CC